ONC(=O)C1=CC=C(C=C1)CN1N=C(N=N1)C=1C=C(C(=O)O)C=CC1 3-[2-[[4-(hydroxycarbamoyl)phenyl]methyl]tetrazol-5-yl]benzoic acid